2,4-difluoro-N-(5-(3-fluoro-4-(1,2,3,6-tetrahydropyridin-4-yl)quinolin-6-yl)-2-methoxypyridine-3-yl)benzenesulfonamide trifluoroacetate FC(C(=O)O)(F)F.FC1=C(C=CC(=C1)F)S(=O)(=O)NC=1C(=NC=C(C1)C=1C=C2C(=C(C=NC2=CC1)F)C=1CCNCC1)OC